C1(=CC=CC=C1)SC1=C(C=CC=C1)C1=CC=C(C=C1)S(=O)(=O)C1=CC=C(C=C1)C1=C(C=CC=C1)SC1=CC=CC=C1 4-[(phenylsulfanyl)phenyl]phenylsulfone